FC1=C(O[C@H]2C[C@]3([C@H](CN(C3)C[C@@H](O)C=3C=C4CCC(NC4=CC3)=O)C2)O)C=CC=C1 6-((S)-2-((3aR,5R,6aS)-5-(2-fluorophenoxy)-3a-hydroxyhexahydrocyclopenta[c]pyrrol-2(1H)-yl)-1-hydroxyethyl)-3,4-dihydroquinolin-2(1H)-one